COC1=CC=C(C=C1)S(=O)(=O)NC1=CC=C(C2=CC=CC=C12)/C=C/C(=O)OCC Ethyl (E)-3-(4-((4-methoxyphenyl)sulfonamido)naphthalen-1-yl)acrylate